C(C1=CC=CC=C1)N1N=C(N=C1)C(=O)N[C@@H]1C(N(C=2N(CC1)N=C(C2)CN2CCOCC2)C)=O (S)-1-benzyl-N-(4-methyl-2-(morpholinomethyl)-5-oxo-5,6,7,8-tetrahydro-4H-pyrazolo[1,5-a][1,3]diazepin-6-yl)-1H-1,2,4-triazole-3-carboxamide